CN(CC(C(C)NS(=O)(=O)C1=CC(=C(C=C1)NC(C1=C(C=CC=C1)C)=O)C)(C)C)C N-(4-(N-(4-(dimethylamino)-3,3-dimethylbutan-2-yl)sulfamoyl)-2-methylphenyl)-2-methylbenzamide